BrC=1C=C(C=CC1)C=1N=C(SC1)NC(=O)[C@H]1N(CCC1)C(C1=CC(=CC=C1)C(C(=O)N(C)C)=O)=O (S)-N-(4-(3-bromophenyl)thiazol-2-yl)-1-(3-(2-(dimethylamino)-2-oxoacetyl)benzoyl)pyrrolidine-2-carboxamide